2-methylpiperidine-3,4,5-triol CC1NCC(C(C1O)O)O